p-fluorobenzeneacetaldehyde FC1=CC=C(C=C1)CC=O